(E)-3-(3-Hydroxyphenyl)-1-[4-(2-oxo-2-pyrrolidin-1-ylethoxy)phenyl]prop-2-en-1-one OC=1C=C(C=CC1)/C=C/C(=O)C1=CC=C(C=C1)OCC(N1CCCC1)=O